ClC1=C(C=C(C(=C1)F)OC)C1=CC=2NC(N(C(C2S1)=O)C=1C=2C(C=NC1)=CN(N2)COCC[Si](C)(C)C)=O 6-(2-chloro-4-fluoro-5-methoxyphenyl)-3-(2-((2-(trimethylsilyl)ethoxy)methyl)-2H-pyrazolo[4,3-c]pyridin-7-yl)thieno[3,2-d]pyrimidine-2,4(1H,3H)-dione